NC(C)(C)C=1N=C(C(=NC1)[C@H]1C[C@H](C1)C1=NN2C(=NC=3C(=CC(=CC3C2=N1)F)F)N)C 2-{cis-3-[5-(2-aminopropan-2-yl)-3-methylpyrazin-2-yl]cyclobutyl}-7,9-difluoro[1,2,4]triazolo[1,5-c]quinazolin-5-amine